3-(2,3,4,5-Tetrahydro-1H-pyrido[4,3-b]indol-8-yl)benzonitrile hydrochloride Cl.C1NCCC=2NC=3C=CC(=CC3C21)C=2C=C(C#N)C=CC2